N1=CN=C2NC=NC2=C1C=1C(=NC=CC1)NC=1C=CC(=C(C1)NC(C1=CC(=CC(=C1)F)C(C)(C)C#N)=O)Cl N-(5-(3-(9H-purin-6-yl)pyridin-2-ylamino)-2-chlorophenyl)-3-(2-cyanopropan-2-yl)-5-fluorobenzamide